bis-[2-(p-isopropylphenylsulphonyloxy)phenyl]urea C(C)(C)C1=CC=C(C=C1)S(=O)(=O)OC1=C(C=CC=C1)NC(NC1=C(C=CC=C1)OS(=O)(=O)C1=CC=C(C=C1)C(C)C)=O